D-manno-heptose C([C@H]([C@H]([C@@H]([C@@H](C(C=O)O)O)O)O)O)O